C(C)(C)(C)OC(C[C@H](CCCC)NC1=NC(=NC(=C1CC1=C(C=CC(=C1)CC#N)OC)C)N)=O (S)-3-((2-amino-5-(5-(cyanomethyl)-2-methoxybenzyl)-6-methylpyrimidin-4-yl)amino)heptanoic acid tert-butyl ester